C(CCCCCC)C1(CC1)CC(=O)O 2-(1-heptylcyclopropyl)acetic acid